5-(benzyloxy)-6-(3,3-difluoroazetidin-1-yl)pyrimidine-4-carboxylic acid C(C1=CC=CC=C1)OC=1C(=NC=NC1N1CC(C1)(F)F)C(=O)O